8-chloro-N-(4-(methylthio)phenyl)quinolin-2-amine ClC=1C=CC=C2C=CC(=NC12)NC1=CC=C(C=C1)SC